tert-butyl (2S,4R)-2-[5-[(3-bromophenyl)methyl]-1H-imidazol-2-yl]-4-hydroxypyrrolidine-1-carboxylate BrC=1C=C(C=CC1)CC1=CN=C(N1)[C@H]1N(C[C@@H](C1)O)C(=O)OC(C)(C)C